C1(CC1)C=1C2=C(C(N(N1)CC(=O)N[C@@H](C)C1=CC=C(C=C1)C)=O)N(N=C2)C2=CC=CC=C2 (S)-2-(4-cyclopropyl-7-oxo-1-phenyl-1,7-dihydro-6H-pyrazolo[3,4-d]pyridazin-6-yl)-N-(1-(p-tolyl)ethyl)acetamide